OC1=C(C=CC(=C1)C(F)(F)F)C=1C2=C(C(=NN1)N[C@H]1CN(CCC1)C(=O)OC(C)(C)C)COC2 tert-butyl (3R)-3-({4-[2-hydroxy-4-(trifluoromethyl)phenyl]-5H,7H-furo[3,4-d]pyridazine-1-yl}amino)piperidine-1-carboxylate